methyl 2-(4'-fluoro-[1,1'-biphenyl]-2-carboxamido)-5-oxo-5H-thieno[3,2-b]pyran-6-carboxylate FC1=CC=C(C=C1)C=1C(=CC=CC1)C(=O)NC1=CC=2OC(C(=CC2S1)C(=O)OC)=O